2-methyl-1-(6-{[5-(2,2,2-trifluoroethyl)pyridin-2-yl]Oxy}-1H-benzoImidazol-1-yl)propan-2-ol CC(CN1C=NC2=C1C=C(C=C2)OC2=NC=C(C=C2)CC(F)(F)F)(C)O